2,2-diethoxy-7-azaspiro[3.5]nonane C(C)OC1(CC2(C1)CCNCC2)OCC